CC1([C@H](CC2=CC=CC=C12)NC1=CC=C(C=C1)[C@@H](C(F)(F)F)N(C(=O)N1CCOCC1)C)C N-((S)-1-(4-(((S)-1,1-Dimethyl-2,3-dihydro-1H-inden-2-yl)amino)phenyl)-2,2,2-trifluoroethyl)-N-methylmorpholine-4-carboxamide